N=1N(N=NC1)C(C)C=1C(=C(C(=C2C=NN(C12)C1OCCCC1)C=1C=CC=2N(C1)C=C(N2)NC(=O)[C@H]2[C@H](C2)F)Cl)F (1S,2S)-N-(6-(7-(1-(2H-tetrazol-2-yl)ethyl)-5-chloro-6-fluoro-1-(tetrahydro-2H-pyran-2-yl)-1H-indazol-4-yl)imidazo[1,2-a]pyridin-2-yl)-2-fluorocyclopropane-1-carboxamide